(6S,7S)-6-fluoro-7-(2-fluoro-5-methyl-phenyl)-3-(tetrahydro-2H-pyran-4-yl)-5,6,7,8-tetrahydropyrido[2,3-d]pyrimidine-2,4(1H,3H)-dione F[C@H]1CC2=C(NC(N(C2=O)C2CCOCC2)=O)N[C@H]1C1=C(C=CC(=C1)C)F